4-amino-7-chloro-N-(1-methyl-1H-pyrazol-4-yl)-N-(6-(trifluoromethyl)-2,3-dihydrobenzofuran-3-yl)imidazo[1,5-a]quinoxaline-8-carboxamide NC=1C=2N(C3=CC(=C(C=C3N1)Cl)C(=O)N(C1COC3=C1C=CC(=C3)C(F)(F)F)C=3C=NN(C3)C)C=NC2